14-Hydroxy-octacosanoic acid OC(CCCCCCCCCCCCC(=O)O)CCCCCCCCCCCCCC